C(C)(C)C=CC(=O)O β-isopropylacrylic acid